ClC1=C(OC2=CC(=CC3=C2NC(=NS3(=O)=O)N[C@H](C)C3=C(C=CC=C3)F)C)C=CC=C1 (R)-5-(2-chlorophenoxy)-3-((1-(2-fluorophenyl)ethyl)amino)-7-methyl-4H-benzo[e][1,2,4]thiadiazine 1,1-dioxide